C(C)(C)(C)OC(NC1=C(C=C(C=C1)C=1SC(=CC1)C(C)=O)[N+](=O)[O-])=O N-[4-(5-acetyl-2-thienyl)-2-nitro-phenyl]carbamic acid tert-butyl ester